5-(2-ethylphenyl)-2,3-dihydrospiro[inden-1,3'-pyrrolidin]-3-ol C(C)C1=C(C=CC=C1)C=1C=C2C(CC3(CNCC3)C2=CC1)O